[O-]C1=CC=CC=C1.[O-]C1=CC=CC=C1.[K+].[K+] Potassium Bis-Phenoxide